4-methoxy-6-(3-(((R)-3-(4-methyl-1-oxo-1,3-dihydroisobenzofuran-5-yl)piperazin-1-yl)methyl)pyrrolidin-1-yl)pyridine-3-carbonitrile COC1=C(C=NC(=C1)N1CC(CC1)CN1C[C@H](NCC1)C=1C(=C2COC(C2=CC1)=O)C)C#N